C1(CC1)C([C@@H](C(=O)NC1=NC(=C(C=C1)C=1C(=NNC1C)C)F)NC(=O)C=1N(N=CC1)[C@H](CO)C)C1CC1 N-[(1S)-1-(dicyclopropylmethyl)-2-[[5-(3,5-dimethyl-1H-pyrazol-4-yl)-6-fluoro-2-pyridyl]amino]-2-oxo-ethyl]-2-[(1S)-2-hydroxy-1-methyl-ethyl]pyrazole-3-carboxamide